COC1=C(C(=O)P(CC(CC(C)(C)C)C)(C(C2=C(C=CC=C2OC)OC)=O)=O)C(=CC=C1)OC bis-(2,6-dimethoxy-benzoyl)-(2,4,4-trimethyl-pentyl)phosphine oxide